1-tert-Butyl 4-{[{2-chloro-5-[2'-methyl-5'-(pentafluoroethyl)-4'-(trifluoromethyl)-2'H-[1,3'-bipyrazol]-4-yl]benzoyl}(1-cyanocyclopropyl)amino]methyl} 2,2-dimethylbutanedioate CC(C(=O)OC(C)(C)C)(CC(=O)OCN(C1(CC1)C#N)C(C1=C(C=CC(=C1)C=1C=NN(C1)C=1N(N=C(C1C(F)(F)F)C(C(F)(F)F)(F)F)C)Cl)=O)C